ClC=1C=C(OC2=CC(=NC=C2)N2CCC(CC2)NC(=S)NC=2C=NC=CC2)C=CC1OC(F)(F)F 1-(1-(4-(3-Chloro-4-(trifluoromethoxy)phenoxy)pyridin-2-yl)piperidin-4-yl)-3-(pyridin-3-yl)thiourea